NC1=NC=NN2C1=C(N=C2[C@@H]2C[C@@H](N(C2)C(C=C)=O)COC)C#CC2=CC1=C(N(C=N1)C1CC1)C=C2F 1-[(2R,4R)-4-{4-Amino-5-[2-(1-cyclopropyl-6-fluoro-1,3-benzodiazol-5-yl)ethynyl]imidazo[4,3-f][1,2,4]triazin-7-yl}-2-(methoxymethyl)pyrrolidin-1-yl]prop-2-en-1-one